CC1=NN=C(S1)NC(=O)C1=NN2C(C(N(CC2)CC=2C(=NC=CC2)C)=O)=C1C1CC1 3-cyclopropyl-5-(2-methylpyridin-3-ylmethyl)-4-oxo-4,5,6,7-tetrahydropyrazolo[1,5-a]pyrazine-2-carboxylic acid (5-methyl[1,3,4]thiadiazol-2-yl)amide